Ethyl 2-[benzyl-[(3-chloro-2-pyridyl)methyl]amino]-2-oxo-acetate C(C1=CC=CC=C1)N(C(C(=O)OCC)=O)CC1=NC=CC=C1Cl